C1(CC1)O[C@@H]1[C@H]2[C@@H](N([C@@H](C1)C2)C(=O)OC(C)(C)C)C#C tert-Butyl (1R,3R,4R,5S)-5-cyclopropoxy-3-ethynyl-2-azabicyclo[2.2.1]heptane-2-carboxylate